2-(((4'-(1H-1,2,4-triazol-1-yl)-[1,1'-biphenyl]-4-yl)-6-chloro-1H-imidazo[4,5-b]pyridin-2-yl)thio)acetic acid N1(N=CN=C1)C1=CC=C(C=C1)C1=CC=C(C=C1)N1C(=NC2=NC=C(C=C21)Cl)SCC(=O)O